C(C)(C)(C)OC(=O)N1[C@H]2CN([C@@H](C1)C2)C2=NC=NC=1C(=C(C3=C(C21)COC3)Br)Cl (1R,4R)-5-(6-bromo-5-chloro-7,9-dihydrofuro[3,4-f]quinazolin-1-yl)-2,5-diazabicyclo[2.2.1]heptane-2-carboxylic acid tert-butyl ester